N1(CCC1)C1=CC2=C(C=C(O2)C(=O)NS(=O)(=O)C2=C(C=CC(=C2)OC2=CC=CC=C2)OCC)C(=C1)F 6-(Azetidin-1-yl)-N-(2-ethoxy-5-phenoxy-phenyl)sulfonyl-4-fluoro-benzofuran-2-carboxamide